C1(CC1)C=1C=C(C(=O)O)C=C(C1)OC(F)(F)F 3-cyclopropyl-5-(trifluoromethoxy)benzoic acid